C(C)(C)N1N=CC(=C1)C=1C=C(C=CC1)NC[C@@H]1CC[C@H](CC1)C1=CC=C(C(=N1)C#N)OC 6-(trans-4-(((3-(1-Isopropyl-1H-pyrazol-4-yl)phenyl)amino)methyl)cyclohexyl)-3-methoxypicolinonitrile